ClC=1C(=NC(=NC1)NC1CCOCC1)C1=CC=C2CN(C(C2=C1)=O)CC(=O)N1CC2=CC=CC=C2C[C@H]1CO 6-{5-chloro-2-[(oxan-4-yl)amino]pyrimidin-4-yl}-2-{2-[(3S)-3-(hydroxymethyl)-1,2,3,4-tetrahydroisoquinolin-2-yl]-2-oxoethyl}-2,3-dihydro-1H-isoindol-1-one